(S)-1-(5-bromo-1-ethyl-2-(2-(1-methoxyethyl)pyridin-3-yl)-1H-indol-3-yl)-2-methylpropan-2-ol BrC=1C=C2C(=C(N(C2=CC1)CC)C=1C(=NC=CC1)[C@H](C)OC)CC(C)(O)C